2-(allyloxy)tetrahydro-2H-pyran C(C=C)OC1OCCCC1